[K].N[C@@H]1[C@@H](OCC12CCN(CC2)C2=C(N=C1C(=N2)NN=C1C=1C(=C2N=C(C=NC2=CC1)N(C)C)Cl)CO)C {6-[(3S,4S)-4-amino-3-methyl-2-oxa-8-azaspiro[4.5]dec-8-yl]-3-[5-chloro-3-(dimethylamino)quinoxalin-6-yl]-1H-pyrazolo[3,4-b]pyrazin-5-yl}methanol potassium